COC=1C(=CC(=NC1)C)C1=C(C=NC(=C1)C)C(=O)O 4-(5-methoxy-2-methyl-4-pyridyl)-6-methyl-pyridine-3-carboxylic acid